C(C)N1C(=NN=C1)C=1C=C(C=2N(C1)C=NC2)OC2=CC=C(OCCCN1CCN(CC1)C(C)=O)C=C2 1-[4-[3-[4-[6-(4-ethyl-1,2,4-triazol-3-yl)imidazo[1,5-a]pyridin-8-yl]oxyphenoxy]propyl]piperazin-1-yl]ethanone